Rac-(1S,4R)-N,1-dimethyl-7-(trifluoromethyl)isochroman-4-amine hydrochloride salt Cl.CN[C@H]1CO[C@H](C2=CC(=CC=C12)C(F)(F)F)C |r|